COC1=C(C=CC=C1)C1C(NC(N1)=O)=O 5-(2-methoxyphenyl)imidazolidine-2,4-dione